5-(4-(6-(2-(2-fluoro-5-(trifluoromethoxy)phenyl)acetamido)pyridazin-3-yl)butyl)-N-methyl-1,3,4-thiadiazole-2-carboxamide FC1=C(C=C(C=C1)OC(F)(F)F)CC(=O)NC1=CC=C(N=N1)CCCCC1=NN=C(S1)C(=O)NC